FC1=C(C=CC=C1C(F)(F)F)[C@@H](C)NC(=O)C=1C=2N(C=C(C1)C1=CCC(CC1)NC(C=C)=O)C[C@H](N2)C (2R)-N-[(1R)-1-[2-fluoro-3-(trifluoromethyl)phenyl]ethyl]-2-methyl-6-[4-(prop-2-enoylamino)cyclohexen-1-yl]-2,3-dihydroimidazo[1,2-a]pyridine-8-carboxamide